ClC=1C=C2CCN(CC2=C(C1)[C@H]1N(CCC1)C(=O)[O-])C(=O)C=1C(=NN(C1)C)C(F)(F)F (S)-2-[6-Chloro-2-[1-methyl-3-(trifluoromethyl)pyrazole-4-carbonyl]-3,4-dihydro-1H-isoquinoline-8-yl]pyrrolidine-1-carboxylate